C(C(=C)C)(=O)OCCCCOC=1C=CC=2C(C3=CC=CC=C3OC2C1)=C(C#N)C#N 4-((9-(dicyanomethylene)-9H-xanthen-3-yl)oxy)butyl methacrylate